1-[3-(difluoro-methoxy)cyclopentyl]-3-[[2-(difluoro-methoxy)pyridin-4-yl]methyl]urea FC(OC1CC(CC1)NC(=O)NCC1=CC(=NC=C1)OC(F)F)F